P(O)(=O)(OP(=O)(O)OP(=O)(O)O)OC[C@@H]1[C@H]([C@H]([C@@H](O1)N1N=NC=2C(N)=NC=NC12)O)O 8-aza-adenosine-5'-triphosphate